C(C1=CC=CC=C1)N1[C@H](CC(C[C@H]1C=1N=NN(C1)C)C(=O)N(CC1=CC=C(C=C1)OC)C1=C(C=C(C=C1)C(F)(F)F)Br)C (2S,6S)-1-benzyl-N-[2-bromo-4-(trifluoromethyl)phenyl]-N-[(4-methoxyphenyl)methyl]-2-methyl-6-(1-methyltriazol-4-yl)piperidine-4-carboxamide